ethyl 3-(2-benzyloxyethyl)-6-chloro-1-(4-methoxybenzyl)-3a,7a-dihydro-1H-pyrazolo[3,4-b]pyridine-4-carboxylate C(C1=CC=CC=C1)OCCC1=NN(C2N=C(C=C(C21)C(=O)OCC)Cl)CC2=CC=C(C=C2)OC